(1-azidoethyl)-2-chloro-3-methoxy-4-methylpyridine N(=[N+]=[N-])C(C)C=1C(=C(C(=NC1)Cl)OC)C